BrC1=CC=C(C=N1)CN1CC(C1)(O)C 1-((6-bromopyridin-3-yl)methyl)-3-methylazetidin-3-ol